BrCC1=CC=C(C=C1)CNC(OC(C)(C)C)=O tert-butyl N-[[4-(bromomethyl)phenyl]methyl]carbamate